ClC1=CC(=C(COC2=CC=CC(=N2)C2=CC=C(C=C2)CC(=O)NC2=C(C=C(C(=O)OC)C=C2)NC[C@H]2OCCC2)C=C1)F methyl (S)-4-(2-(4-(6-((4-chloro-2-fluorobenzyl)oxy)pyridin-2-yl)phenyl)acetamido)-3-(((tetrahydrofuran-2-yl)methyl)amino)benzoate